tri-sec-butyl-iodosilane C(C)(CC)[Si](I)(C(C)CC)C(C)CC